FC=1C=C2N=CC(=NC2=CC1)N1C[C@H](N(C[C@@H]1C)C(=O)OC1CC2(CN(C2)CC2=CC=NC=C2)C1)C 2-(pyridin-4-ylmethyl)-2-azaspiro[3.3]heptan-6-yl (2R,5S)-4-(6-fluoroquinoxalin-2-yl)-2,5-dimethylpiperazine-1-carboxylate